CN(C(=O)C=1C=C(C=CC1)NC=1N=C(N=NC1C(=O)N)NC=1C(=CC=2CC3N(CC2C1)CCCC3)OC)C ((3-(dimethylcarbamoyl)phenyl)amino)-3-((9-methoxy-1,3,4,6,11,11a-hexahydro-2H-pyrido[1,2-b]isoquinolin-8-yl)amino)-1,2,4-triazine-6-carboxamide